Tert-butyl N-[2-[2-[2-[2-[2-[3-(dibenzylamino)-2-fluoro-propoxy]ethoxy]ethoxy]ethoxy] ethoxy]ethyl]carbamate C(C1=CC=CC=C1)N(CC(COCCOCCOCCOCCOCCNC(OC(C)(C)C)=O)F)CC1=CC=CC=C1